CC1(C(CCC1=O)=O)CC1=C(C=CC=C1)F 2-methyl-2-(2-fluorobenzyl)-1,3-cyclopentanedione